(R)-1-((7-cyano-2-(2,2'-dimethyl-3'-(4,5,6,7-tetrahydrothiazolo[5,4-c]pyridin-2-yl)biphenyl-3-yl)benzo[d]oxazol-5-yl)methyl)pyrrolidine-3-carboxylic acid C(#N)C1=CC(=CC=2N=C(OC21)C=2C(=C(C=CC2)C2=C(C(=CC=C2)C=2SC=1CNCCC1N2)C)C)CN2C[C@@H](CC2)C(=O)O